OC1=CC=C(C=C1)CCC (4-hydroxyphenyl)propane